COC=1C=C(CCN)C=C(C1C)OC 3,5-dimethoxy-4-methyl-phenethylamine